(2S,4S)-4-fluoro-1-[2-[4-[(3-fluoro-5-quinolyl)amino]-1-piperidyl]acetyl]pyrrolidine-2-carbonitrile F[C@H]1C[C@H](N(C1)C(CN1CCC(CC1)NC1=C2C=C(C=NC2=CC=C1)F)=O)C#N